BrC1=CC(=CC=2C(=CC(OC21)=S)O)F 8-bromo-6-fluoro-4-hydroxy-benzopyran-2-thione